N-(6-methoxy-2-methyl-1,2,3,4-tetrahydroisoquinolin-7-yl)-7-[(piperidin-4-yl)methoxy]quinazolin-2-amine COC=1C=C2CCN(CC2=CC1NC1=NC2=CC(=CC=C2C=N1)OCC1CCNCC1)C